azido-2-bromo-4-chlorobenzene N(=[N+]=[N-])C1=C(C=C(C=C1)Cl)Br